C1(CC1)NS(=O)(=O)NC1=NN2C(N=CC=C2)=C1C(=O)N[C@H](C)C=1N(C(C=2C(=CC=C3C2C1CCCC3)C#C)=O)C3=CC=CC=C3 (R)-2-((N-cyclopropylsulfamoyl)amino)-N-(1-(4-ethynyl-3-oxo-2-phenyl-2,3,7,8,9,10-hexahydrocyclohepta[de]isoquinolin-1-yl)ethyl)pyrazolo[1,5-a]pyrimidine-3-carboxamide